(S)-4-(4-((S)-2-(4-chlorophenyl)-3-(isopropylamino)propionyl)piperazin-1-yl)-5-methyl-5,8-dihydropyrido[2,3-d]pyrimidin-7(6H)-one ClC1=CC=C(C=C1)[C@H](C(=O)N1CCN(CC1)C=1C2=C(N=CN1)NC(C[C@@H]2C)=O)CNC(C)C